[P]=S phosphorus-sulfide